1,3-diaminopropyltetramethyldisiloxane NC(CCN)[SiH](O[Si](C)(C)C)C